6-chloro-N-(4-fluoro-2-(4-methylpiperazin-1-yl)-5-(4-((3-morpholinopropyl)carbamoyl)-1H-1,2,3-triazol-1-yl)phenyl)-4-(trifluoromethyl)nicotinamide ClC1=NC=C(C(=O)NC2=C(C=C(C(=C2)N2N=NC(=C2)C(NCCCN2CCOCC2)=O)F)N2CCN(CC2)C)C(=C1)C(F)(F)F